FC1=CC(=C(OC=2C(=NC=NC2)N2CC3(CCN(C3)CC3=CC=C4C(C(NC4=C3)=O)(C)C)CC2)C=C1)OCC(F)(F)F 6-((7-(5-(4-fluoro-2-(2,2,2-trifluoroethoxy)phenoxy)pyrimidin-4-yl)-2,7-diazaspiro[4.4]nonan-2-yl)methyl)-3,3-dimethylindolin-2-one